CC=1C(=C(C=CC1)O)CC 3-methylethyl-phenol